6-((2-hexyldecanoyl)oxy)hexyl (2S)-1-(6-((2-hexyldecanoyl)oxy)hexyl)-4-((4-hydroxybutyl)(methyl) amino)pyrrolidine-2-carboxylate C(CCCCC)C(C(=O)OCCCCCCN1[C@@H](CC(C1)N(C)CCCCO)C(=O)OCCCCCCOC(C(CCCCCCCC)CCCCCC)=O)CCCCCCCC